N-(4-bromophenyl)glycine BrC1=CC=C(C=C1)NCC(=O)O